4-(1-(4-(Trifluoromethoxy)phenyl)-1H-1,2,4-triazol-3-yl)phenethyl (Z)-(3-(2-isopropylphenyl)-4-oxothiazolidin-2-ylidene)carbamate C(C)(C)C1=C(C=CC=C1)N1/C(/SCC1=O)=N/C(OCCC1=CC=C(C=C1)C1=NN(C=N1)C1=CC=C(C=C1)OC(F)(F)F)=O